2,5-di-tertiary butyl-p-cresol C(C)(C)(C)C1=CC(=C(C=C1O)C(C)(C)C)C